FC(C1=C(C=C2CCCN(C2=C1)C=1C=C2C(=CNC2=C(C1)C(C)C)C(NC)=O)C=1C=CC(=NC1)C(=O)[O-])F.[Li+] Lithium 5-(7-(difluoromethyl)-1-(7-isopropyl-3-(methylcarbamoyl)-1H-indol-5-yl)-1,2,3,4-tetrahydroquinolin-6-yl)picolinate